(R)-N-(4-(5-(4-(2-oxa-5-azaspiro[3.4]octane-5-carbonyl)cyclohexan-1-yl)-4-amino-7-methyl-7H-pyrrolo[2,3-d]pyrimidin-6-yl)-3-methylphenyl)methacrylamide C1OCC12N(CCC2)C(=O)C2CCC(CC2)C2=C(N(C=1N=CN=C(C12)N)C)C1=C(C=C(C=C1)NC(C(=C)C)=O)C